C1(CC2C(CC1)O2)CC[Si](OC)(CC)CC (3,4-epoxycyclohexyl)ethyl-diethylmethoxysilane